2-(5-vinylpyridin-2-yl)-4-chloro-N-(2-(4,4-difluoro-3-allylpiperidin-1-yl)-6-methylpyrimidin-4-yl)benzamide C(=C)C=1C=CC(=NC1)C1=C(C(=O)NC2=NC(=NC(=C2)C)N2CC(C(CC2)(F)F)CC=C)C=CC(=C1)Cl